2,2-bis(4-hydroxyphenyl)butane OC1=CC=C(C=C1)C(C)(CC)C1=CC=C(C=C1)O